2-((2-(2,6-dioxopiperidin-3-yl)-1-oxoisoindolin-5-yl)(methyl)amino)acetaldehyde O=C1NC(CCC1N1C(C2=CC=C(C=C2C1)N(CC=O)C)=O)=O